ethyl (E)-3-(6-methylpyridin-2-yl)-3-((2-oxopyrrolidin-1-yl)imino)propanoate CC1=CC=CC(=N1)/C(/CC(=O)OCC)=N/N1C(CCC1)=O